CN(CCNC(NC1=CC=C(C=C1)C=1C=CC2=C(N(C=N2)C2=CC=C(C=C2)NS(=O)(=O)C2CC2)C1)=O)C N-(4-(6-(4-(3-(2-(dimethylamino)ethyl)ureido)phenyl)-1H-benzo[d]imidazol-1-yl)phenyl)cyclopropanesulfonamide